ClC1=C(OC2=CC=CC3=C2NC(=NS3(=O)=O)NCC3=CC=CC2=CC=CC=C32)C=CC=C1 5-(2-chlorophenoxy)-3-((naphthalen-1-ylmethyl)amino)-4H-benzo[e][1,2,4]thiadiazine 1,1-dioxide